(5-fluoro-4-methylpyrimidin-2-yl)-2,5-dihydro-1H-pyrrole-1-carboxylic acid tert-butyl ester C(C)(C)(C)OC(=O)N1C(C=CC1)C1=NC=C(C(=N1)C)F